[Cl-].[Cl-].[Ti+2].FC1=C(NP(C2CCCCC2)C2CCCCC2)C(=CC=C1)F 2,6-difluoroanilinodicyclohexylphosphine titanium dichloride